2-ethyl-9,10-di(n-hexoxy)-anthracene C(C)C1=CC2=C(C3=CC=CC=C3C(=C2C=C1)OCCCCCC)OCCCCCC